7-fluoro-3-methyl-2,3-dihydro-1H-inden-1-one FC=1C=CC=C2C(CC(C12)=O)C